C(C1=CC=CC=C1)NC(NC=1C=CC2=C(N=C(S2)NS(=O)(=O)C2=CC=C(C=C2)C)C1)=O N-(5-(3-benzylureido)benzo[d]thiazol-2-yl)-4-methylbenzenesulfonamide